FC1=CC=C(COC2=CC=C(C=C2)C=2NC=NN2)C=C1 5-(4-((4-fluorobenzyl)oxy)phenyl)-4H-1,2,4-triazole